tert-butyl 5-[4-(trifluoromethoxy)phenyl]-1H,2H,3H,4H,5H,6H-pyrrolo[3,4-c]pyrrole-2-carboxylate FC(OC1=CC=C(C=C1)N1CC2=C(C1)CN(C2)C(=O)OC(C)(C)C)(F)F